Glycine HCl Cl.NCC(=O)O